Cl.N(=O)C1=CC=C(N=N1)N1[C@@H]2CN[C@H](C1)C2 (1s,4s)-2-(6-nitroso-pyridazin-3-yl)-2,5-diaza-bicyclo[2.2.1]heptane hydrochloride